C12(CC1)CN1CC3(CC1(C2)CO)CC3 (1'H,3'H,5'H-dispiro[cyclopropane-1,2'-pyrrolizine-6',1''-cyclopropan]-7a'(7'H)-yl)methanol